4-(3,6-dihydro-2H-pyran-4-yl)-6-[3-(3-methylphenyl)-1H-pyrazol-1-yl]-2-[(oxolan-2-yl)methoxy]pyrimidine O1CCC(=CC1)C1=NC(=NC(=C1)N1N=C(C=C1)C1=CC(=CC=C1)C)OCC1OCCC1